4-[(1S)-1-[(5-fluoro-2,6-dimethyl-pyrimidin-4-yl)amino]ethyl]benzoic acid FC=1C(=NC(=NC1C)C)N[C@@H](C)C1=CC=C(C(=O)O)C=C1